tert-Butyl (1-(phenylsulfonyl)-1H-indol-7-yl)carbamate C1(=CC=CC=C1)S(=O)(=O)N1C=CC2=CC=CC(=C12)NC(OC(C)(C)C)=O